CC=1C=C(CN(C=2N=C3C=C(C=NC3=C(C2)C)CNC2=C(C3=CC=CC=C3C=C2)C#N)CC2=CC(=C(C=C2)C)C)C=CC1C 2-(((6-(bis(3,4-dimethylbenzyl)amino)-8-methyl-1,5-naphthyridin-3-yl)methyl)amino)-1-naphthonitrile